ClC1=C(C=CC(=C1OC)N1CC(C1)NC=1OC(=NN1)C1CC2(C1)CCC2)C2C(NC(CC2)=O)=O 3-(2-chloro-3-methoxy-4-(3-((5-(spiro[3.3]heptan-2-yl)-1,3,4-oxadiazol-2-yl)amino)azetidin-1-yl)phenyl)piperidine-2,6-dione